N-(1'-(2-(1,1-difluoroethyl)-6-((2-methylcyclopropyl)amino)pyrimidin-4-yl)-1',2'-dihydrospiro[cyclopropane-1,3'-pyrrolo[3,2-c]pyridin]-6'-yl)acetamide FC(C)(F)C1=NC(=CC(=N1)N1CC2(C=3C=NC(=CC31)NC(C)=O)CC2)NC2C(C2)C